CN(C/C=C/C(=O)NC1=CC=C(C=C1)C1CCN(CC1)C(=O)N([C@@H]1CNCCC1)C=1N=CC=C2C1N(C=C2)C)C (S,E)-4-(4-(4-(dimethylamino)but-2-enamido)phenyl)-N-(1-methyl-1H-pyrrolo[2,3-c]pyridin-7-yl)-N-(piperidin-3-yl)piperidine-1-carboxamide